ClC1=NC=C(C=N1)C(=O)N1CCN(CC1)CC (2-Chloropyrimidin-5-yl)(4-ethylpiperazin-1-yl)methanone